C(C)(C)(C)OC(N([C@@H]1C[C@H](CC1)C(=O)N1C2CN(CC1CC2)C2=NC=C(C=N2)C(F)(F)F)C(C)(C)C)=O tert-butyl-((1S,3S)-3-(3-(5-(trifluoromethyl)pyrimidin-2-yl)-3,8-diazabicyclo[3.2.1]octane-8-carbonyl)cyclopentyl)carbamic acid tert-butyl ester